C1(CC1)N1C(C2=CC=C(C=C2CC1)OC\C(\CNC(OC(C)(C)C)=O)=C/F)=O (Z)-tert-butyl (2-(((2-cyclopropyl-1-oxo-1,2,3,4-tetrahydroisoquinolin-6-yl)oxy)methyl)-3-fluoroallyl)carbamate